C(C1=CC=CC=C1)OC1=CC=C(C=C1)SC1=C(OC=C1)N1C(NC(C1)=O)=O [3-(4-benzyloxyphenylthio)-furan-2-yl]-imidazolidine-2,4-dione